CCCCCCCCCCCCCCCCCC(=O)N[C@@H](COP(=O)(O)O)[C@@H](/C=C/CCCCCCCCCCCCC)O The molecule is a ceramide 1-phosphate that is the N-octadecananoyl (stearoyl) derivative of sphingosine. It derives from a sphingosine and an octadecanoic acid. It is a conjugate acid of a N-octadecanoylsphingosine 1-phosphate(2-).